(S)-4-(cyclopropyl(4-(5,6,7,8-tetrahydro-1,8-naphthyridin-2-yl)butyl)amino)-2-(((3,3-dimethylbutoxy)carbonyl)amino)butanoic acid C1(CC1)N(CC[C@@H](C(=O)O)NC(=O)OCCC(C)(C)C)CCCCC1=NC=2NCCCC2C=C1